NCC=1C=CC(=NC1C)N 5-(aminomethyl)-6-methylpyridin-2-amine